ClC=1C(=C(C=CC1F)[C@H](NC(=O)[C@H]1NC(NC1)=O)[C@@H]1CO[C@H](C1)C(F)(F)F)F (S)-N-((R)-(3-chloro-2,4-difluorophenyl)((trans)-5-(trifluoromethyl)-tetrahydrofuran-3-yl)methyl)-2-oxoimidazolidine-4-carboxamide